ClC=1C=C(C=CC1Cl)N1C(N(C(C2=CC=CC=C12)=O)C1=CN=CC2=CC=CC=C12)=O 1-(3,4-dichlorophenyl)-3-(isoquinolin-4-yl)quinazoline-2,4(1H,3H)-dione